6-(6-oxa-3-azabicyclo[3.1.1]heptan-3-yl)-N-((R)-1-(2-methyl-3-(trifluoromethyl)phenyl)ethyl)quinolin-4-amine C12CN(CC(O1)C2)C=2C=C1C(=CC=NC1=CC2)N[C@H](C)C2=C(C(=CC=C2)C(F)(F)F)C